(R)-7-(5-chloro-2-(cyclobutylamino)pyridin-4-yl)-2-(5-fluoro-2-(hydroxymethyl)benzyl)-3-(methoxymethyl)-3,4-dihydropyrrolo[1,2-a]pyrazine-1(2H)-one ClC=1C(=CC(=NC1)NC1CCC1)C=1C=C2N(C[C@@H](N(C2=O)CC2=C(C=CC(=C2)F)CO)COC)C1